1-hydroxyethyl-3-hexadecylimidazole OC(C)C1=NC=CN1CCCCCCCCCCCCCCCC